C12CC(CC(C1C2(C)C)O)C 5-Caranol